O=C1NC2(C(N1C1=CC=C(C=C1)B1OC(C(O1)(C)C)(C)C)=O)CN(CC2)C(=O)OC(C)(C)C tert-butyl 2,4-dioxo-3-(4-(4,4,5,5-tetramethyl-1,3,2-dioxaborolan-2-yl)phenyl)-1,3,7-triazaspiro[4.4]nonane-7-carboxylate